6-[1-(1-Cyano-4-piperidyl)-5-methyl-triazol-4-yl]-4-[(1-fluorocyclopropyl)-(5-fluoro-2-pyridyl)methoxy]pyrazolo[1,5-a]pyridine-3-carbonitrile C(#N)N1CCC(CC1)N1N=NC(=C1C)C=1C=C(C=2N(C1)N=CC2C#N)OC(C2=NC=C(C=C2)F)C2(CC2)F